(E)-N-((2-((1-acetyl-3-oxoindolin-2-ylidene)-methyl)benzo[d]thiazol-6-yl)meth-yl)methanesulfonamide C(C)(=O)N1\C(\C(C2=CC=CC=C12)=O)=C\C=1SC2=C(N1)C=CC(=C2)CNS(=O)(=O)C